ClC=1C=C2C(=NC1OC)C(=C(N2C)C2=NNC(=N2)C(C(F)(F)F)O)N2C=NC=C2 1-(3-(6-chloro-3-(1H-imidazol-1-yl)-5-methoxy-1-methyl-1H-pyrrolo[3,2-b]pyridin-2-yl)-1H-1,2,4-triazol-5-yl)-2,2,2-trifluoroethan-1-ol